6-[7-amino-2-(2-carbamoylallyl)-1-oxo-isoindolin-4-yl]-1-methyl-indazole-4-carboxylic acid NC=1C=CC(=C2CN(C(C12)=O)CC(=C)C(N)=O)C=1C=C(C=2C=NN(C2C1)C)C(=O)O